C(C)N(C(C1=C(C=CC(=C1)F)OC=1C(=NC=NC1)N1CC2(C1)CCN(CC2)C[C@@H]2CC[C@H](CC2)NS(=O)(=O)CC)=O)C(C)C N-ethyl-2-((4-(7-((trans-4-(ethylsulfonamido)cyclohexyl)methyl)-2,7-diazaspiro[3.5]nonan-2-yl)pyrimidin-5-yl)oxy)-5-fluoro-N-isopropylbenzamide